oxazepane-4-carboxylate O1NCC(CCC1)C(=O)[O-]